O=C1NC(CCC1N1C(C2=CC=C(C=C2C1=O)C1CCN(CC1)CCN1CCC(CC1)COC1=CC=C(OC=2C3=C(SC2C2=CC=C(C=C2)F)C=C(C=C3)B(O)O)C=C1)=O)=O (3-(4-((1-(2-(4-(2-(2,6-dioxopiperidin-3-yl)-1,3-dioxoisoindolin-5-yl)piperidin-1-yl)ethyl)piperidin-4-yl)methoxy)phenoxy)-2-(4-fluorophenyl)benzo[b]thiophen-6-yl)boronic acid